titanium-scandium [Sc].[Ti]